(S)-N-(3-((5-(1-amino-1,3-dihydrospiro[indene-2,4'-piperidin]-1'-yl)pyrazin-2-yl)thio)-2-chlorophenyl)-4-hydroxy-1-methyl-6-carbonyl-1,6-dihydro-[3,4'-bipyridine]-5-carboxamide N[C@@H]1C2=CC=CC=C2CC12CCN(CC2)C=2N=CC(=NC2)SC=2C(=C(C=CC2)NC(=O)C2=C(C(=CN(C2=C=O)C)C2=CC=NC=C2)O)Cl